N-isopropyl-4-(6-isopropyl-5-(8-methoxy-[1,2,4]triazolo[1,5-a]pyridin-6-yl)-4H-pyrrolo[3,2-d]thiazol-2-yl)-N-methylcyclohexan-1-amine C(C)(C)N(C1CCC(CC1)C=1SC2=C(N1)C(=C(N2)C=2C=C(C=1N(C2)N=CN1)OC)C(C)C)C